4-(3-hydroxy-1-naphthalenyl)-6,6-dimethyl-2-(2-(2-propenoyl)-2,6-diazaspiro[3.4]octan-6-yl)-6,7-dihydro-5H-cyclopenta[b]pyridine OC=1C=C(C2=CC=CC=C2C1)C1=C2C(=NC(=C1)N1CC3(CN(C3)C(C=C)=O)CC1)CC(C2)(C)C